N[C@H]([C@@H](O)C1=CC=CC=C1)CO (1s,2s)-2-amino-1-phenylpropan-1,3-diol